(R)-2-(difluoromethoxy)-5-fluoro-N-(1-(3-fluorophenyl)ethyl)-N-methylpyridine-3-sulfonamide FC(OC1=NC=C(C=C1S(=O)(=O)N(C)[C@H](C)C1=CC(=CC=C1)F)F)F